(S)-N-((R)-3,4-dihydro-2H-pyrano[3,2-b]pyridin-4-yl)-4-(5-(5-fluoro-2-methoxypyridin-4-yl)-1H-pyrazole-3-carbonyl)-4-azaspiro[2.5]octane-7-carboxamide O1CC[C@H](C2=NC=CC=C21)NC(=O)[C@H]2CCN(C1(CC1)C2)C(=O)C2=NNC(=C2)C2=CC(=NC=C2F)OC